5-(hydroxymethyl)-3-methyl-N-[2-oxo-2-(2,2,2-trifluoroethylamino)ethyl]pyrazine-2-carboxamide OCC=1N=C(C(=NC1)C(=O)NCC(NCC(F)(F)F)=O)C